4'-chloro-4,2':6',4''-terpyridine ClC1=CC(=NC(=C1)C1=CC=NC=C1)C1=CC=NC=C1